3-amino-N-[(3R)-7-[(2S,5R)-5-amino-2-(trifluoromethyl)piperidin-1-yl]-3,4-dihydro-2H-1-benzopyran-3-yl]-6-methylthieno[2,3-b]pyridine-2-carboxamide NC1=C(SC2=NC(=CC=C21)C)C(=O)N[C@H]2COC1=C(C2)C=CC(=C1)N1[C@@H](CC[C@H](C1)N)C(F)(F)F